CC(CCN1CCC2(CC1)CCN(CC2)S(=O)(=O)C=2C=NC(=CC2)C(F)(F)F)(C)C 3-(3,3-Dimethylbutyl)-9-((6-(trifluoromethyl)pyridin-3-yl)sulfonyl)-3,9-diazaspiro[5.5]undecane